C(C)(C)(C)OC(=O)O[C@@H]1[C@H]([C@H](N(C1)C(=O)OC(C)(C)C)CC1=CC=C(C=C1)C=1C=NOC1)O tert-butyl (2R,3S,4S)-4-[(tert-butoxycarbonyl)oxy]-3-hydroxy-2-{[4-(1,2-oxazol-4-yl)phenyl]methyl}pyrrolidine-1-carboxylate